FC1=CC(=CC=2N(C(=NC21)C)C2CCN(CC2)C)C2=CNC1=NC(=CC=C12)C=1C=NN(C1)C 4-fluoro-2-methyl-6-(6-(1-methyl-1H-pyrazol-4-yl)-1H-pyrrolo[2,3-b]pyridin-3-yl)-1-(1-methylpiperidin-4-yl)-1H-benzo[d]imidazole